COC1=CC=C(C=C1)C(C(=O)NCCNC1=NC=2CCCCC2C(N1)=O)(C)C 2-(4-methoxyphenyl)-2-methyl-N-[2-[(4-oxo-5,6,7,8-tetrahydro-3H-quinazolin-2-yl)amino]ethyl]propanamide